(4-((5-chloro-4-(4-(methoxycarbonyl)phenyl)pyrimidin-2-yl)amino)-1H-pyrazol-1-yl)piperidine-1-carboxylic acid tert-butyl ester C(C)(C)(C)OC(=O)N1C(CCCC1)N1N=CC(=C1)NC1=NC=C(C(=N1)C1=CC=C(C=C1)C(=O)OC)Cl